FC(F)(F)S(=O)(=O)OC1=CC=C(C=C1)C=1C=NC(N(C1)CC1OCCCC1)=O 4-(2-oxo-1-((tetrahydro-2H-pyran-2-yl)methyl)-1,2-dihydropyrimidin-5-yl)phenyl trifluoromethylsulfonate